C12COCC(CC1)N2C(=O)C2=CC=C(C=C2)C(=O)N2C[C@@H]([C@H](CC2)N2CC1=CC=CC(=C1CC2)F)O (4-(3-oxa-8-azabicyclo[3.2.1]octane-8-carbonyl)phenyl)((3S,4S)-4-(5-fluoro-3,4-dihydroisoquinolin-2(1H)-yl)-3-hydroxypiperidin-1-yl)methanone